C1(CC(C2=CC(=CC=C12)C=1C=C2C(CC(C2=CC1)=O)=O)=O)=O 2H,2'H,3H,3'H-[5,5'-biindene]-1,1',3,3'-tetrone